(R)-1-(3-(7-(difluoromethyl)-3-(4-(2-fluoro-3-methoxyphenoxy)phenyl)-1H-pyrazolo[4,3-c]pyridin-1-yl)piperidin-1-yl)prop-2-en-1-one FC(C=1C2=C(C=NC1)C(=NN2[C@H]2CN(CCC2)C(C=C)=O)C2=CC=C(C=C2)OC2=C(C(=CC=C2)OC)F)F